ClC1=CC(=C(C=C1)N1CCN(CC1)C1=C(C(=NN1C)C)N)F 5-(4-(4-chloro-2-fluorophenyl)piperazin-1-yl)-1,3-dimethyl-1H-pyrazol-4-amine